C1(CCCCC1)NC=1C2=C(N=C(N1)NC1=C(C=C(C=C1)C1=NN(C=N1)C)OC)NC=C2C#N 4-(cyclohexylamino)-2-((2-methoxy-4-(1-methyl-1H-1,2,4-triazol-3-yl)phenyl)amino)-7H-pyrrolo[2,3-d]pyrimidine-5-carbonitrile